tertbutyl 4-[4-bromo-3-(morpholin-4-yl)pyrazol-1-yl]piperidine-1-carboxylate BrC=1C(=NN(C1)C1CCN(CC1)C(=O)OC(C)(C)C)N1CCOCC1